C1(CCCCC1)[C@@H](C(=O)NC=1C=C2CC(CC2=CC1)(N1CC2(CC2)CNC1=O)C(NCC1=C(C=CC=C1)F)=O)NC(=O)C1=CC=NN1C N-((1S)-1-cyclohexyl-2-((2-((2-fluorobenzyl)carbamoyl)-2-(6-oxo-5,7-diazaspiro[2.5]octan-5-yl)-2,3-dihydro-1H-inden-5-yl)amino)-2-oxoethyl)-1-methyl-1H-pyrazole-5-carboxamide